C1(=CC=CC=C1)CCC(SCCCCCCC(=O)NC=1SC=C(N1)C1=CC=C(C=C1)F)=O S-(7-((4-(4-fluorophenyl)thiazol-2-yl)amino)-7-oxoheptyl) 3-phenylpropanethioate